(5-(6-(4-(2,6-dichlorophenoxy)piperidin-1-yl)pyridazin-3-yl)-1,3,4-thiadiazol-2-yl)methyl acetate C(C)(=O)OCC=1SC(=NN1)C=1N=NC(=CC1)N1CCC(CC1)OC1=C(C=CC=C1Cl)Cl